C(=O)(O)C(C(=O)O)(O)C carboxyl-lactic acid